FC1(CCN(CC1)C(CCCCCC[N-]C1=CC=C(C=C1)C1C(NC(CC1)=O)=O)=O)F 7-(4,4-difluoropiperidin-1-yl)-N-(4-(2,6-dioxopiperidin-3-yl)phenyl)-7-oxoheptylamide